OC1=C(C(=C(C(=O)N2CC3=CC(=CC=C3CC2)N(C(\C=C\CN(C)C)=O)C)C(=C1)O)OC)C (E)-N-[2-(4,6-dihydroxy-2-methoxy-3-methyl-benzoyl)-3,4-dihydro-1H-isoquinolin-7-yl]-4-(dimethylamino)-N-methyl-but-2-enamide